1-pentyl-5,6,7,8-tetrahydro-1H-cyclopenta[b]naphthalene C(CCCC)C1C=CC=2C1=CC=1CCCCC1C2